4-ethoxy-2-[(3R)-3-(methylamino)pyrrolidin-1-yl]-N-2-methylpyrazolo[1,5-a]pyridin-5-ylpyrimidine-5-carboxamide C(C)OC1=NC(=NC=C1C(=O)NC1=CC=2N(C=C1)N=C(C2)C)N2C[C@@H](CC2)NC